C(C)(C)(C)OC(=O)N1[C@H](C[C@H](CC1)O)C.COC1=CC=C(C=C1)CNS(=O)(=O)C1CC1 |r| N-[(4-methoxyphenyl)methyl]Cyclopropanesulfonamide (rac)-tert-Butyl-(cis)-4-hydroxy-2-methylpiperidine-1-carboxylate